(S)-(3-Aminopyrrolidin-1-yl)(4-(2-fluorobenzyl)-3,4-dihydroquinoxaline-1(2H)-yl)methanone N[C@@H]1CN(CC1)C(=O)N1CCN(C2=CC=CC=C12)CC1=C(C=CC=C1)F